2-(3-methoxypyridin-2-yl)-2-methylpropanoic acid COC=1C(=NC=CC1)C(C(=O)O)(C)C